3,7,13-trimethyl-10-(2-propyl)-2,6,11-cyclotetradec-triene-1,13-diol CC1=CC(CC(C=CC(CCC(=CCC1)C)C(C)C)(O)C)O